C(C)OC(=O)C=1N=C(SC1)C1=CNC2=CC=C(C=C12)Br (5-bromo-1H-indol-3-yl)thiazole-4-carboxylic acid ethyl ester